O=C1NC(CCC1N1C(N(C2=C1C=CC(=C2)CN2CCC(CC2)C2CCN(CC2)C(=O)OC(C)(C)C)C)=O)=O Tert-butyl 4-[1-[[1-(2,6-dioxo-3-piperidyl)-3-methyl-2-oxo-benzimidazol-5-yl]methyl]-4-piperidyl]piperidine-1-carboxylate